COC=1C=C(C=C(C1)OC)C=1C=C(C=2N(C1)C=C(N2)C2=CC=C(C=C2)OCCN2CCOCC2)C2=CC=C(C=C2)C(C)=O (4-(6-(3,5-dimethoxyphenyl)-2-(4-(2-morpholinoethoxy)phenyl)imidazo[1,2-a]pyridin-8-yl)phenyl)ethan-1-one